N-isopropyl-1H-1,2,4-triazole C(C)(C)N1N=CN=C1